[Na].ClC1=CC=C(N=N1)C(=O)NC1CCC(CC1)OC1=CC(=C(C=C1)C#N)OC(F)(F)F 6-chloro-N-((1r,4r)-4-(4-cyano-3-(trifluoromethoxy)phenoxy)cyclohexyl)pyridazine-3-carboxamide Natrium